CCC(=O)N C2-methyl-acetamide